Ethyl 4-(3-(4-(((tert-butoxycarbonyl)(2-phenylcyclopropyl)amino)methyl)piperidin-1-yl)propyl)benzoate C(C)(C)(C)OC(=O)N(C1C(C1)C1=CC=CC=C1)CC1CCN(CC1)CCCC1=CC=C(C(=O)OCC)C=C1